C(N)(=O)C1=C(CN2CC3(CC2)CCN(CC3)C(=O)N3N=C(C=C3)C(=O)O)C=C(C=C1)Cl 1-(2-(2-carbamoyl-5-chlorobenzyl)-2,8-diazaspiro[4.5]decane-8-carbonyl)-1H-pyrazole-3-carboxylic acid